FC(C(=O)O)(F)F.C(C=C)(=O)N prop-2-enamide trifluoroacetic acid salt